NC1=NC=CC(=C1)C1=CC=C(C=C1)NC1=NC(=NC=C1)N1CCNCC1 N-(4-(2-aminopyridin-4-yl)phenyl)-2-(piperazin-1-yl)pyrimidin-4-amine